O1CCN(CC1)C1=C2C(=NC(=C1)NN=C(C)C=1C=C(C=CC1)C)N(C=N2)CCC#N 3-(7-morpholino-5-(2-(1-(m-tolyl)ethylidene)hydrazinyl)-3H-imidazo[4,5-b]pyridin-3-yl)propanenitrile